ClC1=C(CBr)C=CC(=C1)Cl 2,4-Dichlorobenzyl bromide